Ethyl (3S,4R)-4-(4-aminothiophen-3-yl)-1-benzylpyrrolidine-3-carboxylate NC=1C(=CSC1)[C@H]1[C@@H](CN(C1)CC1=CC=CC=C1)C(=O)OCC